3'-bromo-N-((1R,2R,4S)-7-cyano-7-azabicyclo[2.2.1]heptan-2-yl)[biphenyl]-3-carboxamide BrC=1C=C(C=CC1)C1=CC(=CC=C1)C(=O)N[C@H]1[C@H]2CC[C@@H](C1)N2C#N